OC=1C=C(C2=CC=CC(=C2C1)O)C(=O)O 3,5-dihydroxynaphthoic acid